(4-chlorophenyl)-6-nitro-1H-benzo[d]imidazole ClC1=CC=C(C=C1)N1C=NC2=C1C=C(C=C2)[N+](=O)[O-]